2-methyl-2-(piperidin-4-yl)propionitrile trifluoroacetate FC(C(=O)O)(F)F.CC(C#N)(C)C1CCNCC1